ClCC(=O)OOC(CCl)=O bis(chloroacetyl) peroxide